Cl.C1(CC1)OC1=CC=2N(C=C1C(=O)NC1=NC=C(C=C1)N1CCNCC1)C=C(N2)C 7-cyclopropoxy-2-methyl-N-(5-(piperazin-1-yl)pyridin-2-yl)imidazo[1,2-a]pyridine-6-carboxamide hydrochloride